potassium 1-octanesulfonate C(CCCCCCC)S(=O)(=O)[O-].[K+]